N-(3-fluoro-4-((1-isopropyl-2-oxo-2,3-dihydro-1H-imidazo[4,5-b]pyridine-7-yl)oxy)phenyl)-2-(1-phenyl-5-(trifluoromethyl)-1H-pyrazol-4-yl)acetamide FC=1C=C(C=CC1OC1=C2C(=NC=C1)NC(N2C(C)C)=O)NC(CC=2C=NN(C2C(F)(F)F)C2=CC=CC=C2)=O